4-((S)-6-((tert-butyldiphenylsilyl)oxy)-6-methyl-1,4-oxazepan-4-yl)-6-(1-((2S,4R)-4-fluoro-1-methylpyrrolidin-2-yl)ethoxy-2,2,2-d3)-1,3,5-triazine-2-carbonitrile [Si](C1=CC=CC=C1)(C1=CC=CC=C1)(C(C)(C)C)O[C@]1(CN(CCOC1)C1=NC(=NC(=N1)OC(C([2H])([2H])[2H])[C@H]1N(C[C@@H](C1)F)C)C#N)C